CC1(CC[CH]C(N1)=O)C (S)-6,6-dimethyl-3λ3-piperidin-2-one